2-[1-[6-Methyl-2-(1-methylindazol-3-yl)-4-oxo-chromen-8-yl]ethylamino]benzoic acid CC=1C=C2C(C=C(OC2=C(C1)C(C)NC1=C(C(=O)O)C=CC=C1)C1=NN(C2=CC=CC=C12)C)=O